[2-(aminomethyl)-3,3-difluoro-allyl]-4-[(5-bromo-3-methyl-2-thienyl)methyl]-1,2,4-triazol-3-one trifluoroacetate salt FC(C(=O)O)(F)F.NCC(CC=1N(C(NN1)=O)CC=1SC(=CC1C)Br)=C(F)F